7-Fluoro-3-(4-(4-fluorophenyl)thiazol-2-yl)-2-(4-(trifluoromethyl)phenyl)quinazolin-4(3H)-one FC1=CC=C2C(N(C(=NC2=C1)C1=CC=C(C=C1)C(F)(F)F)C=1SC=C(N1)C1=CC=C(C=C1)F)=O